(trans)-1'-tert-butyl 4'-ethyl 2-oxo-[1,3'-bipiperidine]-1',4'-dicarboxylate O=C1N(CCCC1)[C@@H]1CN(CC[C@H]1C(=O)OCC)C(=O)OC(C)(C)C